N-(adamantan-1-yl)-4-(2,4-difluorophenyl)-1H-pyrrole-2-carboxamide C12(CC3CC(CC(C1)C3)C2)NC(=O)C=2NC=C(C2)C2=C(C=C(C=C2)F)F